N-(6-methoxy-2-methyl-1,2,3,4-tetrahydroisoquinolin-7-yl)-7-[2-(5-methyl-1,3,4-oxadiazol-2-yl)phenyl]quinazolin-2-amine COC=1C=C2CCN(CC2=CC1NC1=NC2=CC(=CC=C2C=N1)C1=C(C=CC=C1)C=1OC(=NN1)C)C